4-[1-(4-Chlorophenyl)-2-(2-oxo-2H-pyridin-1-yl)-2-phenylethoxymethyl]benzonitrile ClC1=CC=C(C=C1)C(C(C1=CC=CC=C1)N1C(C=CC=C1)=O)OCC1=CC=C(C#N)C=C1